C(C1=CC=CC=C1)OCCC1[N@](C1)S(=O)(=O)C1=CC=C(C)C=C1 (S)-2-(2-(benzyloxy)ethyl)-1-tosylaziridine